ammonium 1-amino-3-bromo-5-methoxypyridine NN1CC(=CC(=C1)OC)Br.[NH4+]